NC=1C=2N(C3=C(N1)C=NC(=C3)C(=O)N3[C@@H]1[C@H](CCC3([2H])[2H])OC3=C1C=CC(=C3)OC(F)(F)F)C=NC2 (4-aminoimidazo[1,5-a]pyrido[3,4-e]pyrazin-8-yl)((4aS,9bS)-7-(trifluoromethoxy)-3,4,4a,9b-tetrahydrobenzofuro[3,2-b]pyridin-1(2H)-yl-2,2-d2)methanone